(2S,4R)-4-hydroxy-1-((S)-3-methyl-2-(4-methyl-1H-1,2,3-triazol-1-yl)butanoyl)pyrrolidine-2-carboxylic acid O[C@@H]1C[C@H](N(C1)C([C@H](C(C)C)N1N=NC(=C1)C)=O)C(=O)O